1-(4-bromo-5-fluoro-2-hydroxyphenyl)ethanone BrC1=CC(=C(C=C1F)C(C)=O)O